(tetrahydro-2H-pyran-4-yl)methyl-d2 4-methylbenzenesulfonate CC1=CC=C(C=C1)S(=O)(=O)OC([2H])([2H])C1CCOCC1